N[C@@H]1[C@@H](OC(C12CCN(CC2)C(=O)OC(C)(C)C)=O)C tert-butyl (3S,4S)-4-amino-3-methyl-1-oxo-2-oxa-8-azaspiro[4.5]decane-8-carboxylate